C(CCCCCCCCCCCCC)(=O)OC1=CC2=CC=CC=C2C=C1 2-Naphthyl tetradecanoate